(S)-(5-cyclobutyl-1,3,4-oxadiazol-2-yl)(4-(7-(trifluoromethyl)pyrazolo[1,5-a]pyridin-2-yl)-6,7-dihydro-1H-imidazo[4,5-c]pyridin-5(4H)-yl)methanone C1(CCC1)C1=NN=C(O1)C(=O)N1[C@@H](C2=C(CC1)NC=N2)C2=NN1C(C=CC=C1C(F)(F)F)=C2